FC1=CC=C(C=C1)C(N1C[C@@H](N(C[C@H]1C)C=1C=2N=CN(C2N2C(N1)=NN=C2)CCN(C)C)C)C2=CC=C(C=C2)F 2-(4-((2S,5R)-4-(Bis(4-fluorophenyl)methyl)-2,5-dimethylpiperazin-1-yl)-1H-[1,2,4]triazolo[3,4-b]purin-1-yl)-N,N-dimethylethane-1-amine